FC1=C(C=C(C=C1)N1CCC(CC1)S(=O)(=O)C)CC(=O)NC(C=1OC(=CC1)C)C1=C(C=C(C=C1)C)N1CCCCC1 2-[2-fluoro-5-(4-methanesulfonyl-piperidin-1-yl)phenyl]-N-{[4-methyl-2-(piperidin-1-yl)phenyl](5-methylfuran-2-yl)methyl}acetamide